FC1(CC[C@@H](N(C1)S(=O)(=O)C1=C(C=CC(=C1)NC1=NC=CC(=C1)OC(F)(F)F)C)CNC(C)=O)F (R)-N-((5,5-Difluoro-1-((2-methyl-5-((4-(trifluoromethoxy)pyridin-2-yl)amino)benzeneyl)sulfonyl)piperidin-2-yl)methyl)acetamide